3',3',5,5'-Tetramethylbenzidine CC1(CC(C2=CC=C(N)C(=C2)C)=CC(=C1N)C)C